NCCC=1C=NC(=NC1)C1=C(C=C(C#N)C=C1)C(=O)C=1N(N=C(C1)C(C)(C)C)C 4-[5-(2-aminoethyl)pyrimidin-2-yl]-3-(5-tert-butyl-2-methylpyrazole-3-carbonyl)benzonitrile